ClC1=C(C=C(CN2C[C@@H](N(CC2)C(=O)OC=2C=NC=C(C2)C(N)=O)C)C=C1)OC(C)C (S)-5-Carbamoyl-pyridin-3-yl 4-(4-chloro-3-isopropoxy-benzyl)-2-methylpiperazine-1-carboxylate